C(C1=CC=CC=C1)OC1=C(N(N=C1C)CC)C=1OC=C(N1)C=1N=C(N2C1C=NC(=C2)C)C(=O)NCC2=C(C=C(C=C2)OC)OC 1-[2-(4-benzyloxy-2-ethyl-5-methyl-pyrazol-3-yl)oxazol-4-yl]-N-[(2,4-dimethoxyphenyl)methyl]-6-methyl-imidazo[1,5-a]pyrazine-3-carboxamide